C1(CCCCC1)NC1CCCCC1.C(C)(=O)N[C@@H](CSCCCO)C(=O)O N-acetyl-S-(3-hydroxypropyl)cysteine dicyclohexylamine salt